N-(2-(2,2-difluoro-3-hydroxy-3-methylbutyl)-6-morpholino-1-oxoisoindolin-5-yl)pyrazolo[1,5-a]pyrimidine-3-carboxamide FC(CN1C(C2=CC(=C(C=C2C1)NC(=O)C=1C=NN2C1N=CC=C2)N2CCOCC2)=O)(C(C)(C)O)F